5-[[2-Fluoro-5-(1-methylpyrazol-3-yl)-4-(trifluoromethyl)benzoyl]amino]-4-(2-pyridinyl)pyridine-3-carboxamide FC1=C(C(=O)NC=2C(=C(C=NC2)C(=O)N)C2=NC=CC=C2)C=C(C(=C1)C(F)(F)F)C1=NN(C=C1)C